FC(CN(C1=CC(=CC(=C1)C#CC(C)(C)O)F)C1=NC(NC2=CC=C(C(=C12)F)F)=O)F 4-[N-(2,2-difluoroethyl)-3-fluoro-5-(3-hydroxy-3-methyl-but-1-ynyl)anilino]-5,6-difluoro-1H-quinazolin-2-one